(R)-{(2R,5R)-5-[(p-methoxyphenyl)methyl]-2-pyrrolidinyl}(5-fluoro-3-pyridyl)methanol COC1=CC=C(C=C1)C[C@H]1CC[C@@H](N1)[C@H](O)C=1C=NC=C(C1)F